OC[C@@H]1NC=2C=CC(=CC2[C@@H]2[C@H]1CCN2C(=O)OCC2=CC=CC=C2)C2=CC=C(C=C2)OC benzyl (3aS,4R,9bS)-4-(hydroxymethyl)-8-(4-methoxy-phenyl)-2,3,3a,4,5,9b-hexahydro-1H-pyrrolo[3,2-c]quinoline-1-carboxylate